BrC1=CC=CC=2C3=CC=CC=C3C(C12)(C)C 1-Bromo-9,9-dimethyl-9H-fluoren